silver-nickel-chromium [Cr].[Ni].[Ag]